C(\C=C/C(=O)[O-])(=O)OCCO 2-hydroxyethyl monomaleate